N-(3-bromo-4-fluorophenyl)-N'-hydroxyl-4-((3-(N-(2-hydroxylethyl)-sulfamoyl)propyl)amino)-1,2,5-oxadiazol-3-formamidine BrC=1C=C(C=CC1F)NC(=NO)C1=NON=C1NCCCS(NCCO)(=O)=O